N(=[N+]=[N-])CCOCCOCCOCCOCCOC1=CC=C(C=C1)C(C1=CC=C(C=C1)Cl)=O 1-azido-14-[4-(4-chlorobenzoyl)phenoxy]-3,6,9,12-tetraoxatetradecane